7-(dimethylphosphoryl)-1-methyl-4-[4-(5-methyl-1,3-benzooxazol-2-yl)piperidin-1-yl]-2-oxo-1,2-dihydroquinoline-3-carbonitrile CP(=O)(C)C1=CC=C2C(=C(C(N(C2=C1)C)=O)C#N)N1CCC(CC1)C=1OC2=C(N1)C=C(C=C2)C